ClC1=C(C=CC(=C1)N(C)CC=1SC(=CC1)Cl)NC(CC1=CC=C(C=C1)F)=O N-{2-Chloro-4-[(5-chloro-thiophen-2-ylmethyl)-(methyl)amino]-phenyl}-2-(4-fluoro-phenyl)-acetamide